C(C)(C)N(P(OCCC#N)(OC(C(C)(C)C)C1=C(C=CC=C1)[N+](=O)[O-])=O)C(C)C 2-cyanoethyl (2,2-dimethyl-1-(2-nitrophenyl) propyl) diisopropylphosphoramidate